3-amino-N-methyl-4-[(7-oxo-6,8-dihydro-5H-1,8-naphthyridin-3-yl)amino]Benzamide NC=1C=C(C(=O)NC)C=CC1NC=1C=NC=2NC(CCC2C1)=O